(E)-tert-butyl-3-((3-(but-3-en-1-yl)-2-methyl-7-(methylthio)-1,1-dioxido-5-phenyl-2,3,4,5-tetrahydrobenzo[f][1,2,5]thiadiazepin-8-yl)oxy)acrylate C(C)(C)(C)OC(\C=C\OC1=CC2=C(N(CC(N(S2(=O)=O)C)CCC=C)C2=CC=CC=C2)C=C1SC)=O